tert-butyl (S)-4-(6-(6-ethoxy-2-methylpyrazolo[1,5-a]pyridine-5-carboxamido)pyridazin-3-yl)-2-methylpiperazine-1-carboxylate C(C)OC=1C(=CC=2N(C1)N=C(C2)C)C(=O)NC2=CC=C(N=N2)N2C[C@@H](N(CC2)C(=O)OC(C)(C)C)C